C1(CCCC1)C1C2C3C4C=CC(C3C(C1)C2)C4 9-cyclopentyltetracyclo[6.2.1.13,6.02,7]dodeca-4-ene